4-bromo-3-(2-thienyl)benzoic acid BrC1=C(C=C(C(=O)O)C=C1)C=1SC=CC1